The molecule is a DiHETE(1-) that is the conjugate base of 8(S),15(S)-DiHETE arising from deprotonation of the carboxylic acid function; major species at pH 7.3. It is a dihydroxyicosatetraenoate and a long-chain fatty acid anion. It is a conjugate base of an 8(S),15(S)-DiHETE. CCCCC[C@@H](/C=C/C=C\\C=C\\[C@H](C/C=C\\CCCC(=O)[O-])O)O